C1(CC1)C1=NNC(=C1)C1CC2(CN(C2)C(=O)N2CC3(C2)CC(C3)CN3N=CC(=C3)C#N)C1 1-[[2-[6-(3-cyclopropyl-1H-pyrazol-5-yl)-2-azaspiro[3.3]heptane-2-carbonyl]-2-azaspiro[3.3]heptan-6-yl]methyl]pyrazole-4-carbonitrile